difluoromethyl-N-(4-methylphenyl)acetyl-hydrazonochloride FC(F)N(N(Cl)Cl)C(CC1=CC=C(C=C1)C)=O